N,N'-di(1-naphthyl)-N,N'-diphenyl-benzidine tert-butyl-(3-(3-(4-(7-bromoquinoxalin-2-yl)-1H-pyrazol-1-yl)cyclobutyl)propyl)carbamate C(C)(C)(C)N(C(O)=O)CCCC1CC(C1)N1N=CC(=C1)C1=NC2=CC(=CC=C2N=C1)Br.C1(=CC=CC2=CC=CC=C12)N(C1=CC=C(C=C1)C1=CC=C(N(C2=CC=CC=C2)C2=CC=CC3=CC=CC=C23)C=C1)C1=CC=CC=C1